C(=O)(O)C=CC=1C=CC(=NC1)C1=NC=C(C=C1)C=CC(=O)O 5,5'-bis(carboxyvinyl)-2,2'-bipyridine